C(C)OC(=O)C=1C(N(C(=CC1)SC)C1=CC=C(C=C1)F)=O 6-(methylthio)-1-(4-fluorophenyl)-2-oxo-1,2-dihydropyridine-3-carboxylic acid ethyl ester